C(C)(=O)N[C@@H]1[C@H](C[C@](C(O)=O)(O)O[C@H]1[C@H](O)[C@H](O)CO)O N-acetyl-beta-neuraminic acid